4,5,6,7-Tetrahydro-5-methyl-1H-pyrazolo[4,3-c]pyridine-3-carbonitrile CN1CC2=C(CC1)NN=C2C#N